O=C1NN=C(C2=CC=CC=C12)CC=1C=CC(=C(C(=O)N2CCNCC2)C1)F 1-[5-[(3,4-dihydro-4-oxo-1-phthalazinyl)methyl]-2-fluorobenzoyl]piperazine